FC=1C=C(C=C(C1)F)N(C(OC)=O)C1=NC(=C(C=C1)OC)C(NC1C(CC1)(C)C)=O methyl N-(3,5-difluorophenyl)-N-[6-[(2,2-dimethylcyclobutyl)carbamoyl]-5-methoxy-2-pyridyl]carbamate